FC=1C=CC(=C(C1)[C@@H](C1=CC(=C(C=C1)C)F)NC(=O)C1=NC(=CC(=C1)C#CC(C(=O)O)(C)C)C)O (R)-4-(2-(((5-fluoro-2-hydroxyphenyl)(3-fluoro-4-methylphenyl)methyl)carbamoyl)-6-methylpyridin-4-yl)-2,2-dimethylbut-3-ynoic acid